C1(CCCC1)C1=NC=CC=N1 CYCLOPENTYLPYRIMIDIN